TIN DIOXIDE [Sn](=O)=O